4-CHLORO-5-IODO-7-(PYRIDIN-3-YL)-7H-PYRROLO[2,3-D]PYRIMIDINETriethylamine ClC1(C2=C(N=C(N1)CCN)N(CC2(CCN)I)C=2C=NC=CC2)CCN